N(=[N+]=[N-])C(C(=O)OCC)C(C)(C)OCC ethyl 2-azido-3-ethoxy-3-methyl-butanoate